NC1=NC2=CC(=CC=C2C=C1)CN(C(=O)C=1C=NC=C(C1)C(F)(F)F)C1=C(C=CC=C1)S(=O)(=O)C N-[(2-aminoquinolin-7-yl)methyl]-N-(2-methanesulfonylphenyl)-5-(trifluoromethyl)pyridine-3-carboxamide